ClC1=NC(=C2N=CN(C2=N1)[C@@H]1[C@@H]2[C@]([C@@H]3[C@H]1OC(O3)(C)C)(C2)CSC)NC(C2CC2)C2CC2 2-Chloro-N-(dicyclopropylmethyl)-9-((3aR,3bS,4aS,5R,5aS)-2,2-dimethyl-3b-((methylthio)methyl)hexahydrocyclopropa[3,4]cyclopenta[1,2-d][1,3]dioxol-5-yl)-9H-purin-6-amine